BrC1=C(OC[C@@H](O)C2=CC=C(C=C2)Cl)C(=CC=C1F)I (S)-2-(2-bromo-3-fluoro-6-iodophenoxy)-1-(4-chlorophenyl)ethan-1-ol